tert-butyl (3S)-4-((3S)-11-(2,4-difluorophenyl)-3-methoxy-6-oxo-10-(trifluoromethyl)-3,4-dihydro-2H,6H-[1,4]thiazepino[2,3,4-ij]quinazolin-8-yl)-3-methylpiperazine-1-carboxylate FC1=C(C=CC(=C1)F)C1=C(C=C2C(=NC(N3C2=C1SC[C@H](C3)OC)=O)N3[C@H](CN(CC3)C(=O)OC(C)(C)C)C)C(F)(F)F